(4aR,8aS)-6-[4-[(S or R)-[3-(2-aminoethoxy)phenyl]-phenyl-methyl]piperidine-1-carbonyl]-4,4a,5,7,8,8a-hexahydropyrido[4,3-b][1,4]oxazin-3-one NCCOC=1C=C(C=CC1)[C@@H](C1CCN(CC1)C(=O)N1C[C@@H]2[C@@H](OCC(N2)=O)CC1)C1=CC=CC=C1 |o1:10|